2-((6-bromo-4-(1H-pyrazol-1-yl)pyridin-2-yl)oxy)-9-(4-methylpyridin-2-yl)-9H-carbazole BrC1=CC(=CC(=N1)OC1=CC=2N(C3=CC=CC=C3C2C=C1)C1=NC=CC(=C1)C)N1N=CC=C1